2,2,5-trimethyl-5-pentylcyclopentanone CC1(C(C(CC1)(CCCCC)C)=O)C